FC(C(N)C=1C=NC=CC1)(F)F 2,2,2-trifluoro-1-(pyridin-3-yl)ethan-1-amine